6-Chloro-2,3,4,9-tetrahydro-1H-carbazole ClC=1C=C2C=3CCCCC3NC2=CC1